2-[6-cyclobutyl-4-(difluoromethyl)-5-fluoro-1-oxophthalazin-2-yl]-N-(5-fluoropyrimidin-2-yl)acetamide C1(CCC1)C=1C(=C2C(=NN(C(C2=CC1)=O)CC(=O)NC1=NC=C(C=N1)F)C(F)F)F